CC1(C2=CC=CC=C2C=2C=CC(=CC12)N(C1=CC=C(C=C1)C1=CC(=CC=C1)C1=CC=C(C=C1)N(C1=CC=CC=C1)C1=CC=2C(C3=CC=CC=C3C2C=C1)(C)C)C1=CC=CC=C1)C 4,4''-bis{(9,9-dimethyl-9H-fluorene-2-yl)-phenylamino}-1,1':3',1''-terphenyl